(2S,3R)-3-((2-aminopyridin-4-yl)methyl)-N2-(1-methyl-1H-pyrazol-5-yl)-N1-((R)-1-(5-fluoro-2-methylphenyl)propyl)-N2-methyl-4-oxoazetidine-1,2-dicarboxamide NC1=NC=CC(=C1)C[C@@H]1[C@H](N(C1=O)C(=O)N[C@H](CC)C1=C(C=CC(=C1)F)C)C(=O)N(C)C1=CC=NN1C